5-(dimethylphosphoryl)-N,N-dimethylbenzamide CP(=O)(C)C=1C=CC=C(C(=O)N(C)C)C1